N-(2-chlorophenyl)-4-((2-((4-(((3S)-1-(2-(4-(4-(2,6-dioxopiperidin-3-yl)phenyl)piperazin-1-yl)ethyl)pyrrolidin-3-yl)carbamoyl)phenyl)amino)-5-fluoropyrimidin-4-yl)amino)benzamide ClC1=C(C=CC=C1)NC(C1=CC=C(C=C1)NC1=NC(=NC=C1F)NC1=CC=C(C=C1)C(N[C@@H]1CN(CC1)CCN1CCN(CC1)C1=CC=C(C=C1)C1C(NC(CC1)=O)=O)=O)=O